3-((3R,4S)-4-Hydroxytetrahydrofuran-3-yl)-8-(pyridin-3-yl)-6-(5-(trifluoromethyl)pyridin-2-yl)pyrido[3,4-d]pyrimidin-4(3H)-one O[C@H]1[C@@H](COC1)N1C=NC2=C(C1=O)C=C(N=C2C=2C=NC=CC2)C2=NC=C(C=C2)C(F)(F)F